(1R,4S,12aR)-N-(2,3-Dichlorobenzyl)-7-hydroxy-6,8-dioxo-1,2,3,4,6,8,12,12a-octahydro-1,4-methanodipyrido[1,2-a:1',2'-d]pyrazine-9-carboxamide ClC1=C(CNC(=O)C=2C(C(=C3N(C[C@@H]4N(C3=O)[C@H]3CC[C@@H]4C3)C2)O)=O)C=CC=C1Cl